amino-5-chloro-N-(5-chloro-6-(2H-1,2,3-triazol-2-yl)pyridin-3-yl)-2-fluoro-[1,1'-biphenyl]-4-carboxamide NC=1C(=C(C=C(C1C(=O)NC=1C=NC(=C(C1)Cl)N1N=CC=N1)Cl)C1=CC=CC=C1)F